methyl (S)-4-((tert-butoxycarbonyl)amino)pentanoate C(C)(C)(C)OC(=O)N[C@H](CCC(=O)OC)C